(E)-4-(4-(2-(benzo[c][1,2,5]oxadiazol-5-yl)vinyl)benzamido)-N-(5-((3-imino-3-(4-methylpiperazin-1-yl)propyl)carbamoyl)-1-methyl-1H-pyrrol-3-yl)-1-methyl-1H-pyrrole-2-carboxamide N=1ON=C2C1C=CC(=C2)C=CC2=CC=C(C(=O)NC=1C=C(N(C1)C)C(=O)NC1=CN(C(=C1)C(NCC\C(\N1CCN(CC1)C)=N/[H])=O)C)C=C2